FC(C1=CC=C(C=C1)C(C(=O)N)=C)(F)F (4-trifluoromethyl-phenyl)acrylamide